4-Bromopicolhydrazide BrC1=CC(=NC=C1)C(=O)NN